C(C)(=O)NCC1CN(C2=C(O1)N=C(C=C2)NC(OC(C)(C)C)=O)C2=CC=C(C=C2)C(F)(F)F tert-butyl (3-(acetamidomethyl)-1-(4-(trifluoromethyl)phenyl)-2,3-dihydro-1H-pyrido[2,3-b][1,4]oxazin-6-yl)carbamate